tetraphenyl hexane-1,6-diyl bis(phosphate) P(=O)(OC1=CC=CC=C1)(OC1=CC=CC=C1)OCCCCCCOP(=O)(OC1=CC=CC=C1)OC1=CC=CC=C1